BrC=1C(=C(N(CC2=CC=C(C=C2)OC)CC2=CC=C(C=C2)OC)C=C(C1CC(F)F)C)F 3-Bromo-4-(2,2-difluoroethyl)-2-fluoro-N,N-bis(4-methoxybenzyl)-5-methylaniline